ClC1=CC=C(C=C1)CN1C(C2=CC(=CC=C2[C@]1(OCC1(CC1)COC)C1=CC=C(C=C1)Cl)C(C)(C)O)=O (R)-2-(4-Chlorophenylmethyl)-3-(4-chlorophenyl)-6-(2-hydroxypropan-2-yl)-3-((1-(methoxymethyl)cyclopropyl)methoxy)isoindolin-1-one